CC1=CC(=NC=C1C=1C=2N(C3=CC(=NC=C3C1)NC)N=CN2)[C@@H](CC)O (1R)-1-{4-methyl-5-[8-(methylamino)-[1,2,4]triazolo[1,5-a]1,6-naphthyridin-4-yl]pyridin-2-yl}propan-1-ol